OCCOCCOCCOCCOCCN(S(=O)(=O)C1=C(C=CC=C1)[N+](=O)[O-])CCOCCOCCOCCOCCO N,N-bis(14-hydroxy-3,6,9,12-tetraoxatetradecyl)-2-nitrobenzenesulfonamide